COCOC1=CC=C(C=C1)C=1SC=CC1C(=O)OCC Ethyl 2-[4-(methoxymethoxy)phenyl]thiophene-3-carboxylate